CCCCC/C=C\\C/C=C\\C/C=C\\C/C=C\\CCCCCCCCCC(=O)SCCNC(=O)CCNC(=O)[C@@H](C(C)(C)COP(=O)(O)OP(=O)(O)OC[C@@H]1[C@H]([C@H]([C@@H](O1)N2C=NC3=C(N=CN=C32)N)O)OP(=O)(O)O)O The molecule is an unsaturated fatty acyl-CoA that results from the formal condensation of the thiol group of coenzyme A with the carboxy group of (11Z,14Z,17Z,20Z)-hexacosatetraenoic acid. It is a very long-chain fatty acyl-CoA and an unsaturated fatty acyl-CoA. It derives from an (11Z,14Z,17Z,20Z)-hexacosatetraenoic acid. It is a conjugate acid of an (11Z,14Z,17Z,20Z)-hexacosatetraenoyl-CoA(4-).